N-ethyl-4-methoxy-N-(naphthalen-1-yl)benzenesulfonamide C(C)N(S(=O)(=O)C1=CC=C(C=C1)OC)C1=CC=CC2=CC=CC=C12